iron(2+) palladium(2+) [Pd+2].[Fe+2]